(S)-1-(4-hydroxy-phenyl)-pyrrolidine-3-carboxylic acid dimethylamide CN(C(=O)[C@@H]1CN(CC1)C1=CC=C(C=C1)O)C